1-(3-Fluoro-1-methyl-1H-pyrazol-4-yl)-7-methoxy-3-methyl-8-(1-methyl-1H-pyrazol-4-yl)-1,3-dihydro-imidazo[4,5-c]quinolin-2-one FC1=NN(C=C1N1C(N(C=2C=NC=3C=C(C(=CC3C21)C=2C=NN(C2)C)OC)C)=O)C